amino-6-chloro-[2,3'-bipyridine]-4-carboxylic acid methyl ester COC(=O)C1=C(C(=NC(=C1)Cl)C=1C=NC=CC1)N